2-ethyl-N-(4-(4-(4-(trifluoromethoxy)phenyl)piperidine-1-yl)benzyl)imidazo[1,2-a]pyridine-3-carboxamide C(C)C=1N=C2N(C=CC=C2)C1C(=O)NCC1=CC=C(C=C1)N1CCC(CC1)C1=CC=C(C=C1)OC(F)(F)F